C12(CC(C1)(C2)COCCO)COCCO 2,2'-((bicyclo[1.1.1]pentane-1,3-diylbis(methylene))bis(oxy))bis(ethane-1-ol)